3,4-dimethylbenzylidenesorbitol CC=1C=C(C=C(O)[C@H](O)[C@@H](O)[C@H](O)[C@H](O)CO)C=CC1C